C[C@H]1CN(C[C@H](C1)C)C(=O)C=1C=C2C(=NC1)N(C=C2)C2=CC=C(C(=O)N)C=C2 4-(5-((3r,5s)-3,5-dimethylpiperidine-1-carbonyl)-1H-pyrrolo[2,3-b]pyridin-1-yl)benzamide